C1(CC1)C1=NC=NC(=C1C1=NC=C(C(=N1)NC1=CC=C(C=C1)C1=NN(C(C2=CC=CC=C12)=O)CC1=CC=C(C=C1)OC)CS(=O)(=O)O)OC [2-(4-cyclopropyl-6-methoxy-pyrimidin-5-yl)-4-[[4-[3-[(4-methoxyphenyl)methyl]-4-oxo-phthalazin-1-yl]phenyl]amino]pyrimidin-5-yl]methanesulfonic acid